C(CC)(=O)ON[P@@](=O)(OC1=CC=CC=C1)OC[C@H]1S[C@H]([C@H]([C@@H]1O)F)N1C(N=C(C=C1)N)=O (S)-(((((2R,3S,4S,5R)-5-(4-amino-2-oxopyrimidin-1(2H)-yl)-4-fluoro-3-hydroxy-tetrahydrothiophen-2-yl) methoxy) (phenoxy) phosphoryl) amino) propionate